α-Methyl-DL-Aspartat C[C@](N)(CC(=O)[O-])C(=O)[O-] |r|